O=C1NC(CCC1N1C(C2=CC=C(C=C2C1=O)CN1CCC(CC1)C(=O)O)=O)=O ((2-(2,6-dioxopiperidin-3-yl)-1,3-dioxoisoindolin-5-yl)methyl)piperidine-4-carboxylic acid